COCC1=C(N=CC=2N(C3=CC=CC(=C3C21)OCC2=NC=CC=C2)C(=O)OC(C)(C)C)C(=O)OCC 9-(tert-butyl) 3-ethyl 4-(methoxymethyl)-5-(2-pyridylmethoxy)pyrido[3,4-b]indole-3,9-dicarboxylate